C(C1=CC=CC=C1)[C@@H]1[C@H]([C@@H](OC(C(COC1=O)NC(=O)C1=NC=CC(=C1O)OC)=O)C)OC(C(C)C)=O [(6S,7R,8R)-8-benzyl-3-[(3-hydroxy-4-methoxy-pyridine-2-carbonyl)amino]-6-methyl-4,9-dioxo-1,5-dioxonan-7-yl]-2-methylpropanoate